FC1=C(C=C(C=C1)C)C1=C2C(=NN1C)CN(C2)C#N (2-fluoro-5-methylphenyl)-2-methyl-2,6-dihydropyrrolo[3,4-c]pyrazole-5(4H)-carbonitrile